1-[6-chloro-2-[3-(trifluoromethyl)pyrazol-1-yl]-3-pyridyl]ethanone ClC1=CC=C(C(=N1)N1N=C(C=C1)C(F)(F)F)C(C)=O